(3-(aminoethylamino)propyl)-triethoxysilane NCCNCCC[Si](OCC)(OCC)OCC